2-(2-chloro-5-nitrophenylethoxy)-N-methylethan-1-amine ClC1=C(C=C(C=C1)[N+](=O)[O-])CCOCCNC